CN(CCOC=1C=CC(=C(C(=O)NC2(CC2)C2=CC=CC=3CCCCC23)C1)C)C 5-(2-(Dimethylamino)ethoxy)-2-methyl-N-(1-(5,6,7,8-tetrahydronaphthalen-1-yl)cyclopropyl)benzamide